cis-4-methylamino-1-cyclohexanol CN[C@H]1CC[C@H](CC1)O